Fluoromethylphenylpropyl sulfide FCC(CCSCCC(CF)C1=CC=CC=C1)C1=CC=CC=C1